ethyl 2-(2,5-dimethoxy-4-propylphenyl)acetate COC1=C(C=C(C(=C1)CCC)OC)CC(=O)OCC